C(C)(C)(C)OC(=O)N1C2=CC=CC=C2CC12C(N(CC2)C2=CC1=C(C3=CNN=C3CC1)C=C2)=O (4,5-dihydro-2H-benzo[e]indazol-7-yl)-2'-oxospiro[indoline-2,3'-pyrrolidine]-1-carboxylic acid tert-butyl ester